methoxytriethoxyethylpyridine COC=1C(=NC=CC1)CC(OCC)(OCC)OCC